C(#N)C1=C(C=C(C=N1)N1C(NC2(CCC2)C1=O)=S)C(F)(F)F 7-(6-cyano-5-trifluoromethylpyridin-3-yl)-8-oxo-6-thioxo-5,7-diazaspiro[3.4]Octane